OC1(CC(=CC=C1)C)C(=O)O 3-hydroxy-m-toluic acid